ClC=1C=C2CC(CC2=CC1)=O 5-chloro-2,3-dihydro-1H-inden-2-one